O1C2=C(OCC1)C=C(C=C2)C=2C(=C(C=CC2)C2=CC=1N(C=C2)C(=CN1)C1=CC=C(C(=O)N2[C@H](CCC2)C(=O)O)C=C1)C (4-(7-(3-(2,3-dihydrobenzo[b][1,4]dioxin-6-yl)-2-methylphenyl)imidazo[1,2-a]pyridin-3-yl)benzoyl)-D-proline